CC1=CC=C2C(=N1)C=C(N2)C(=O)N2CCOCC2 (5-methyl-1H-pyrrolo[3,2-b]pyridin-2-yl)(morpholino)methanone